COC1=CC=C(CN(C2=C(C=C3C(=N2)C=C(N3COCC[Si](C)(C)C)CN3C(C=CC=C3Br)=O)C)CC3=CC=C(C=C3)OC)C=C1 1-((5-(bis(4-methoxybenzyl)amino)-6-methyl-1-((2-(trimethylsilyl)ethoxy)methyl)-1H-pyrrolo[3,2-b]pyridin-2-yl)methyl)-6-bromopyridin-2(1H)-one